methyl 6-isopropoxy-2-(4-methoxybutan-2-yl)-2H-indazole-5-carboxylate C(C)(C)OC=1C(=CC2=CN(N=C2C1)C(C)CCOC)C(=O)OC